O=C1NC(CCC1N1C(C2=CC=CC(=C2C1=O)NCCCC=1N=NN(C1)CCCCCCCCC=O)=O)=O 9-[4-[3-[[2-(2,6-dioxo-3-piperidyl)-1,3-dioxo-isoindolin-4-yl]amino]propyl]triazol-1-yl]nonanal